N'-[trans-4-[2-[4-(2,3-dichlorophenyl)-1-piperazinyl]ethyl]cyclohexyl]-N,N-dimethyl-urea hydrochloride Cl.ClC1=C(C=CC=C1Cl)N1CCN(CC1)CC[C@@H]1CC[C@H](CC1)NC(N(C)C)=O